benzyl (trans-4-((5-cyano-4-(oxetan-3-ylamino)pyrimidin-2-yl)amino)cyclohexyl)(2'-methoxy-5,5'-bipyrimidin-2-yl)carbamate C(#N)C=1C(=NC(=NC1)N[C@@H]1CC[C@H](CC1)N(C(OCC1=CC=CC=C1)=O)C1=NC=C(C=N1)C=1C=NC(=NC1)OC)NC1COC1